6-Chloro-8-(1-thiophen-2-ylmethyl-1H-pyrazol-4-yl)-9-(2,2,2-trifluoro-ethyl)-9H-pyrido[3,4-b]indole ClC=1C=C2C3=C(N(C2=C(C1)C=1C=NN(C1)CC=1SC=CC1)CC(F)(F)F)C=NC=C3